7-(2-(bis(2,4-dimethoxybenzyl)amino)-5,7-difluorobenzo[d]oxazol-4-yl)-6-chloro-8-fluoro-2-(((2R,7aS)-2-fluorotetrahydro-1H-pyrrolizin-7a(5H)-yl)methoxy)quinazolin-4-ol COC1=C(CN(C=2OC3=C(N2)C(=C(C=C3F)F)C3=C(C=C2C(=NC(=NC2=C3F)OC[C@]32CCCN2C[C@@H](C3)F)O)Cl)CC3=C(C=C(C=C3)OC)OC)C=CC(=C1)OC